(S)-1'-(6-amino-5-((3-chloro-2-(pyrrolidin-1-yl)pyridin-4-yl)thio)-3-methylpyrazin-2-yl)-1-methyl-4,6-dihydro-1H-spiro[cyclopenta[d]imidazol-5,4'-piperidin]-6-amine NC1=C(N=C(C(=N1)N1CCC2(CC1)CC1=C(N(C=N1)C)[C@H]2N)C)SC2=C(C(=NC=C2)N2CCCC2)Cl